NC=1N=C2N(C=C(C=C2)C=2SC=CC2C)C1C(=O)[C@H]1[C@H](C1)F (2-amino-6-(3-methylthiophen-2-yl)imidazo[1,2-a]pyridin-3-yl)((1S,2S)-2-fluorocyclopropyl)methanone